Propan-2-yl 2-{[(1,2,3,5,6,7-hexahydro-s-indacen-4-yl)-carbamoyl]oxy}acetate C1CCC2=C(C=3CCCC3C=C12)NC(=O)OCC(=O)OC(C)C